CN1C=CC=2C1=NC=C(C2)C(=O)NC(CC2=CC=CC=C2)(CC)C 1-methyl-N-(2-methyl-1-phenylbutan-2-yl)-1H-pyrrolo[2,3-b]pyridine-5-carboxamide